CN([C@H]1C[C@H](CC1)NC(OC(C)(C)C)=O)C=1C2=C(N=CN1)SC(=C2)C2COC2 tert-butyl [(1S,3R)-3-{methyl[6-(oxetan-3-yl)thieno[2,3-d]pyrimidin-4-yl]amino}cyclopentyl]carbamate